ClCC1=NN=C2N1C=CC=C2 3-(chloromethyl)-[1,2,4]triazolo[4,3-a]pyridine